(trans-3-(aminomethyl)-3-hydroxycyclobutyl)((S)-1-(4-fluorophenyl)-3,4-dihydroisoquinolin-2(1H)-yl)methanone NCC1(CC(C1)C(=O)N1[C@H](C2=CC=CC=C2CC1)C1=CC=C(C=C1)F)O